C(C1=CC=CC=C1)OCC1(OCCCC1)O ((benzyloxy)methyl)tetrahydro-2H-pyran-2-ol